N1=NC(=CC2=C1CCC2)N 6,7-dihydro-5H-cyclopenta[c]pyridazin-3-amine